5-(4-Chloropyrimidin-2-yl)-2-(trifluoromethyl)imidazo[2,1-b]Thiazole ClC1=NC(=NC=C1)C1=CN=C2SC(=CN21)C(F)(F)F